dimethyl (3'-methyl-4-(2-methyloctan-2-yl)-[1,1'-biphenyl]-2,6-diyl) bis(phenylphosphonate) C1(=CC=CC=C1)P(OC)(OC1=C(C(=CC(=C1)C(C)(CCCCCC)C)OP(OC)(=O)C1=CC=CC=C1)C1=CC(=CC=C1)C)=O